NC1(CCN(CC1)C1=NC(=C2C(=N1)NN=C2C2=C(C1=C(N(N=C1C=C2)C)Cl)Cl)C#N)C2=C(C=CC=C2)F 6-(4-amino-4-(2-fluorophenyl)piperidin-1-yl)-3-(3,4-dichloro-2-methyl-2H-indazol-5-yl)-1H-pyrazolo[3,4-d]pyrimidine-4-carbonitrile